BrC1=C2C(C(=NN(C2=CC=C1)C1=NC=C(C=N1)C(F)(F)F)C(=O)OC)=O methyl 5-bromo-4-oxo-1-[5-(trifluoromethyl)pyrimidin-2-yl]cinnoline-3-carboxylate